ClC=1C=NN(C(C1Cl)=O)CC(=O)NC1=CC(=C(C=C1)C)S(NC(CC1=NC=CC=C1)C)(=O)=O 2-(4,5-Dichloro-6-oxopyridazin-1(6H)-yl)-N-(4-methyl-3-(N-(1-(pyridin-2-yl)propan-2-yl)sulfamoyl)phenyl)acetamide